N-(3-(2-Amino-[1,2,4]triazolo[4',3':1,6]pyrido[2,3-d]pyrimidin-6-yl)-2,4-difluorophenyl)-5-chloro-2-methoxypyridine-3-sulfonamide NC=1N=CC2=C(N1)N1C(C(=C2)C=2C(=C(C=CC2F)NS(=O)(=O)C=2C(=NC=C(C2)Cl)OC)F)=NN=C1